2-phenylethyl malonate C(CC(=O)[O-])(=O)OCCC1=CC=CC=C1